N(=[N+]=[N-])CCOCCOCCOCCOCCN(C(OC(C)(C)C)=O)C tert-butyl N-[2-[2-[2-[2-(2-azidoethoxy)ethoxy]ethoxy]ethoxy] ethyl]-N-methyl-carbamate